C(C)(C)(C)C=1C=2N(CCN1)N=C(C2C2=CC=NC=C2)C2=C(C=C(C=C2)Cl)F tert-butyl-2-(4-chloro-2-fluorophenyl)-3-(pyridin-4-yl)-6,7-dihydropyrazolo[1,5-a]pyrazine